N1N=NN=C1CSCC(=O)NC1=C(C=C(C(=C1)OC(C)C)Cl)Cl 2-(((1H-tetrazol-5-yl)methyl)thio)-N-(2,4-dichloro-5-isopropoxyphenyl)acetamide